(2-methylphenyl)-2,4-dioxo-1,2,3,4-tetrahydropyrimidine-5-carboxylic acid ethyl ester C(C)OC(=O)C=1C(NC(N(C1)C1=C(C=CC=C1)C)=O)=O